C(C1=CC=CC=C1)N1[C@H](C[C@@H]([C@H](C1)CC)O)C (2S,4S,5S)-1-benzyl-5-ethyl-2-methylpiperidin-4-ol